N-(3-((Methyl(2-(1-(4-oxo-3,4-dihydropyrido[3,4-d]pyrimidin-8-yl)-1H-pyrazol-4-yl)ethyl)amino)methyl)phenyl)acrylamid CN(CCC=1C=NN(C1)C1=NC=CC2=C1N=CNC2=O)CC=2C=C(C=CC2)NC(C=C)=O